O1CCN(CC1)CC[C@H](CSC1=CC=CC=C1)NC1=C(C=C(C=C1)S(=O)(=O)N)S(=O)(=O)C(F)(F)F (R)-4-(4-morpholino-1-(phenylthio)butan-2-ylamino)-3-(trifluoromethylsulfonyl)benzenesulfonamide